CC(=C[C@H]1C([C@@H]1C(=O)OCC1=C(C(=C(C(=C1Cl)F)C)F)Cl)(C)C)C 2,6-dichloro-3,5-difluoro-4-methylbenzyl (1R)-trans-3-(2-methyl-1-propenyl)-2,2-dimethylcyclopropanecarboxylate